6-{5-bromothieno[2,3-d][1,3]thiazol-2-yl}-2,8-dimethylimidazo[1,2-b]pyridazine BrC1=CC2=C(N=C(S2)C=2C=C(C=3N(N2)C=C(N3)C)C)S1